fluoro-N-(6-(fluoro(1-methylpiperidin-4-ylidene)methyl)pyridin-2-yl)picolinamide FC=1C(=NC=CC1)C(=O)NC1=NC(=CC=C1)C(=C1CCN(CC1)C)F